N-((R)-1-(3-(difluoromethyl)-2-fluorophenyl)ethyl)-3-((S)-hexahydropyrazino[2,1-c][1,4]oxazin-8(1H)-yl)-8-methylpyrido[2,3-d]pyridazin-5-amine FC(C=1C(=C(C=CC1)[C@@H](C)NC1=C2C(=C(N=N1)C)N=CC(=C2)N2C[C@H]1COCCN1CC2)F)F